benzyl ((R)-1-(4-((3S,4S)-3,4-bis(((1S,2R)-2-phenylcyclopropyl) carbamoyl)pyrrolidine-1-carbonyl)benzoyl)pyrrolidin-3-yl)(pentadecyl)carbamate C1(=CC=CC=C1)[C@@H]1[C@H](C1)NC(=O)[C@@H]1CN(C[C@H]1C(N[C@@H]1[C@H](C1)C1=CC=CC=C1)=O)C(=O)C1=CC=C(C(=O)N2C[C@@H](CC2)N(C(OCC2=CC=CC=C2)=O)CCCCCCCCCCCCCCC)C=C1